(R)-2-(1,3-dibenzyl-6-methoxy-2-oxindole-3-yl)acetic acid C(C1=CC=CC=C1)N1C([C@](C2=CC=C(C=C12)OC)(CC1=CC=CC=C1)CC(=O)O)=O